N-(4-(2-(4-acrylamidophenyl)-4-amino-7-cyano-1-methyl-1H-pyrrolo[3,2-c]pyridin-3-yl)-2-methoxyphenyl)-2,2-difluorocyclopropane-1-carboxamide C(C=C)(=O)NC1=CC=C(C=C1)C1=C(C=2C(=NC=C(C2N1C)C#N)N)C1=CC(=C(C=C1)NC(=O)C1C(C1)(F)F)OC